1-bromo-4-fluoro-2-methoxy-3-methylbenzene BrC1=C(C(=C(C=C1)F)C)OC